NN[C@@H](CC(=O)[O-])C(=O)[O-] amino-aspartate